C(C1=CC=CC=C1)S(=O)(=O)N1CC(C(CC1)(C1=CC(=CC=C1)OC([2H])([2H])[2H])OC(C1=CC=CC=C1)=O)CNC 1-(benzylsulfonyl)-4-(3-(methoxy-d3)phenyl)-3-((methylamino)methyl)piperidin-4-ylbenzoate